(2-((4aS,5aR)-5,5-difluoro-5a-methyl-1,4,4a,5,5a,6-hexahydrocyclopropa[f]indazol-3-yl)-1H-indol-6-yl)(piperazin-1-yl)methanone FC1([C@H]2CC=3C(=NNC3C[C@]21C)C=2NC1=CC(=CC=C1C2)C(=O)N2CCNCC2)F